rac-2-methylsulfonyl-7-tetrahydropyran-3-yl-pyrrolo[2,3-d]pyrimidine-6-carbonitrile CS(=O)(=O)C=1N=CC2=C(N1)N(C(=C2)C#N)[C@H]2COCCC2 |r|